N[C@H]1CN(CCC1)C(=O)C1=CC2=C(N(C(=N2)C2=CC=3C=4N2CCN(C4C=CC3)CCCO)CC=3C=NN(C3)C)C(=C1)OC (R)-(3-aminopiperidin-1-yl)(2-(1-(3-hydroxypropyl)-2,3-dihydro-1H-pyrrolo[1,2,3-de]quinoxalin-5-yl)-7-methoxy-1-((1-methyl-1H-pyrazol-4-yl)methyl)-1H-benzo[d]imidazol-5-yl)methanone